dipentaerythritol hexakis(3-mercapto-2-methylpropionate) SCC(C(=O)OCC(COC(C(CS)C)=O)(COCC(COC(C(CS)C)=O)(COC(C(CS)C)=O)COC(C(CS)C)=O)COC(C(CS)C)=O)C